N-(6-fluoro-2,1,3-benzothiadiazol-5-yl)-1H-benzo[g]indole-3-sulfonamide FC=1C(=CC=2C(=NSN2)C1)NS(=O)(=O)C1=CNC2=C3C(=CC=C12)C=CC=C3